3-(2-(prop-1-en-2-oxy)phenyl)-3-vinylcyclohexan-1-one C=C(C)OC1=C(C=CC=C1)C1(CC(CCC1)=O)C=C